((1-((4-methoxy-3-((phenylmethyl)sulfonamido)benzo[d]isoxazol-6-yl)methyl)-1H-pyrazol-3-yl)methyl)acrylamide COC1=CC(=CC2=C1C(=NO2)NS(=O)(=O)CC2=CC=CC=C2)CN2N=C(C=C2)CC(C(=O)N)=C